OCC=1N=C(OC1)[C@@]1(C[C@H](CC1)NS(=O)(=O)C)CO[C@@H]1CC[C@@H](CC1)C1=NC=CC(=N1)OC N-((1S,3S)-3-(4-(hydroxymethyl)oxazol-2-yl)-3-(((cis-4-(4-methoxypyrimidin-2-yl)cyclohexyl)oxy)methyl)cyclopentyl)methanesulfonamide